1-ethyl-4-fluoro-N-((S)-((1r,4S)-4-fluorocyclohexyl)(5-((S)-2-methoxy-1-((S)-2-oxo-4-(trifluoromethyl)imidazolidin-1-yl)ethyl)benzo[d]-oxazol-2-yl)methyl)-1H-pyrazole-5-carboxamide C(C)N1N=CC(=C1C(=O)N[C@H](C=1OC2=C(N1)C=C(C=C2)[C@@H](COC)N2C(N[C@@H](C2)C(F)(F)F)=O)C2CCC(CC2)F)F